1-(3-chloro-2-hydroxyphenyl)-2-methylpropan-1-one ClC=1C(=C(C=CC1)C(C(C)C)=O)O